C(C)(C)(C)C1=CC=C(C=C1)OP(OC1=CC=C(C=C1)C(C)(C)C)(O)=O di(4-t-butylphenyl)phosphoric acid